C(C)(=O)O[C@H]([C@@H](CNC(CC1=CC=C(C=C1)Cl)=O)OC(C)=O)[C@@H]1O[C@](C[C@@H]([C@H]1NC(COC(C)=O)=O)OC(C)=O)(C(=O)OC)OCCCCCCCCC#C (1R,2R)-1-((2R,3R-4S,6R)-4-acetoxy-3-(2-acetoxyacetamido)-6-(dec-9-yn-1-yloxy)-6-(methoxycarbonyl)tetrahydro-2H-pyran-2-yl)-3-(2-(4-chlorophenyl)acetamido)propane-1,2-diyl diacetate